BrC1=CC=C(C=C1)C1=NC(=NC(=C1)C1=CC=CC=C1)C1=CC=CC=C1 4-(4-bromophenyl)-2,6-diphenylpyrimidin